1-[2-Methoxy-4-(trifluoromethyl)phenyl]ethan-1-one COC1=C(C=CC(=C1)C(F)(F)F)C(C)=O